5-iodo-1-((2-(trimethylsilyl)ethoxy)methyl)-1H-pyrazole-3-carboxylic acid ethyl ester C(C)OC(=O)C1=NN(C(=C1)I)COCC[Si](C)(C)C